BrC=1C=C(C2=C(C(OC(=N2)C=2N(N=C(C2)C(F)(F)F)CC(F)F)=O)C1)C 6-bromo-2-[2-(2,2-difluoroethyl)-5-(trifluoromethyl)pyrazol-3-yl]-8-methyl-3,1-benzoxazin-4-one